(S)-Pyrrolidin-3-ol N1C[C@H](CC1)O